COC1=NC=NC(=C1C1=CC=2C(=CN=C(C2)NC(=O)[C@H]2C(C2)(F)F)N1C)OC (1S)-N-[2-(4,6-dimethoxypyrimidin-5-yl)-1-methylpyrrolo[2,3-c]pyridin-5-yl]-2,2-difluorocyclopropane-1-carboxamide